C1(=CC=CC=C1)C=1SC=C(N1)CC(=O)O 2-(2-phenyl-1,3-thiazol-4-yl)acetic acid